COC(=O)C1=CC2=C(S1)C=C(C=C2)Br 6-bromobenzo[b]thiophene-2-carboxylic acid methyl ester